C1(=CC=CC=C1)C12C=CC(CC1)C2 1-phenylnorbornene